OCCOC1=C(C=CC=C1)C(C(C)(C)C)O 1-(2-hydroxyethoxyphenyl)-2,2-dimethyl-1-propanol